C1(CC1)N1N=NC(=C1)C(=O)NC1CN(C1)C(C(F)(F)F)C=1C=C(C=CC1)C 1-cyclopropyl-N-(1-(2,2,2-trifluoro-1-(m-tolyl)ethyl)azetidin-3-yl)-1H-1,2,3-triazole-4-carboxamide